methyl 9-(4-(5-acetyl-3-(7-(difluoromethyl)-6-(1-methyl-1H-pyrazol-4-yl)-3,4-dihydroquinolin-1(2H)-yl)-4,5,6,7-tetrahydro-1H-pyrazolo[4,3-c]pyridin-1-yl) piperidin-1-yl)-9-oxononanoate C(C)(=O)N1CC2=C(CC1)N(N=C2N2CCCC1=CC(=C(C=C21)C(F)F)C=2C=NN(C2)C)C2CCN(CC2)C(CCCCCCCC(=O)OC)=O